tert-butyl N-(6-bromo-5-chloro-2-pyridyl)carbamate BrC1=C(C=CC(=N1)NC(OC(C)(C)C)=O)Cl